OB1OCC2=C1C(=C(C=C2)C(=O)N[C@@H](C(C)C)C(=O)OCC2=CC(=CC=C2)S(=O)(=O)C)C 3-(Methylsulfonyl)benzyl (1-hydroxy-7-methyl-1,3-dihydrobenzo[c][1,2]oxaborole-6-carbonyl)-L-valinate